[3-[(4-methyl-2-pyridyl)amino]-1-(2,2,2-trifluoroethyl)pyrazolo[4,3-c]pyridin-6-yl]-(1,4-oxazepan-4-yl)methanone CC1=CC(=NC=C1)NC1=NN(C2=C1C=NC(=C2)C(=O)N2CCOCCC2)CC(F)(F)F